O=C1[C@@]2(C=3C(=NC=CC3)N1COCC[Si](C)(C)C)CC=1C(=NC=C(C1)C(=O)O)C2 (S)-2'-oxo-1'-((2-(trimethylsilyl)ethoxy)methyl)-1',2',5,7-tetrahydrospiro[cyclopenta[b]pyridine-6,3'-pyrrolo[2,3-b]pyridine]-3-carboxylic acid